5-(tert-butyl)pyrazine-2-carboxylic acid C(C)(C)(C)C=1N=CC(=NC1)C(=O)O